OC[C@H](C1=CC=CC=C1)NC1=CC(=NC=C1C=1OC(=NN1)C)NC1=CC=C2C(N(N(C2=C1)C(C)C)C)=O (S)-6-((4-((2-hydroxy-1-phenylethyl)amino)-5-(5-methyl-1,3,4-oxadiazol-2-yl)pyridin-2-yl)amino)-1-isopropyl-2-methyl-1,2-dihydro-3H-indazol-3-one